CC(COCCCCCCCC)=C 1-((2-methylallyl)oxy)octane